O1CCC(=CC1)C1=NN2C(NC3=C(C2=O)C2(OCC3C)CCN(CC2)C(=O)OC(C)(C)C)=N1 tert-butyl 2'-(3,6-dihydro-2H-pyran-4-yl)-5'-methyl-9'-oxo-4',5',6',9'-tetrahydrospiro[piperidine-4,8'-pyrano[4,3-d][1,2,4]triazolo[1,5-a]pyrimidine]-1-carboxylate